C(C)(C)(C)C1=CC(=C(C(=C1)C)C(C)=O)C 4'-tert-butyl-2',6'-dimethyl-acetophenone